pyridine-1(2H)-carboxylic acid tert-butyl ester C(C)(C)(C)OC(=O)N1CC=CC=C1